octacarboxycobalt C(=O)(O)[Co](C(=O)O)(C(=O)O)(C(=O)O)(C(=O)O)(C(=O)O)(C(=O)O)C(=O)O